(Z)-5-(iodomethylene)-3-phenethyl-oxazolidin-2-one I\C=C/1\CN(C(O1)=O)CCC1=CC=CC=C1